5-cyclopropyl-1,2,6-trimethyl-4-oxo-1,4-dihydropyridine-3-carboxylic acid C1(CC1)C=1C(C(=C(N(C1C)C)C)C(=O)O)=O